2-(4-(tert-butoxycarbonyl)-1,4-oxazepan-7-yl)acetic acid C(C)(C)(C)OC(=O)N1CCOC(CC1)CC(=O)O